7-(2-Amino-[1,2,4]triazolo[1,5-a]pyridin-7-yl)-4-(2-fluoro-5-(trifluoromethoxy)benzyl)-3,4-dihydropyrido[3,2-f][1,4]thiazepin-5(2H)-one NC1=NN2C(C=C(C=C2)C2=CC=3C(N(CCSC3N=C2)CC2=C(C=CC(=C2)OC(F)(F)F)F)=O)=N1